(tert-butyloxy)-4-ethoxy-3-cyclobutene-1,2-dione C(C)(C)(C)OC=1C(C(C1OCC)=O)=O